[Ca+2].C(CCCCC(=O)[O-])(=O)[O-] adipic acid, calcium salt